CC1=CC=C(C(=O)OC[C@]2(O[C@H](C[C@@H]2OC(C2=CC=C(C=C2)C)=O)N2C(NC(C(=C2)C#N)=O)=O)C#C)C=C1 [(2R,3S,5R)-5-(5-Cyano-2,4-dioxo-pyrimidin-1-yl)-2-ethynyl-3-(4-methylbenzoyl)oxy-tetrahydrofuran-2-yl]methyl 4-methylbenzoate